7-acetyl-6-[3-(benzyloxy)phenyl]-3-(methylthio)-6,7-dihydro[1,2,4]triazino[5,6-d][3,1]benzoxazepine C(C)(=O)N1C(OC2=C(C3=C1C=CC=C3)N=NC(=N2)SC)C2=CC(=CC=C2)OCC2=CC=CC=C2